4-(4-Aminophenoxy)-N-cyclohexylpyridine-2-carboxamide NC1=CC=C(OC2=CC(=NC=C2)C(=O)NC2CCCCC2)C=C1